C1=CC=CC=2OC3=CC=CC=C3N(C12)CCC(=C)C1=CC=CC=C1 1-(N-phenoxazinyl)-3-phenylbut-3-ene